CC(CC(=O)NC1=NC2=C(N1C1CCC1)C(=C(C(=C2Cl)Cl)Cl)OC)(C)C 3,3-dimethyl-N-(4,5,6-trichloro-1-cyclobutyl-7-methoxy-1H-benzo[d]imidazol-2-yl)butanamide